O-propyl Hydrazinecarbothioate N(N)C(OCCC)=S